(R)-6-(5-((3-(4-chlorophenyl)-3-hydroxypropyl)carbamoyl)-1,4-dimethyl-1H-imidazol-2-yl)-N-methyl-1H-indazole-3-carboxamide ClC1=CC=C(C=C1)[C@@H](CCNC(=O)C1=C(N=C(N1C)C1=CC=C2C(=NNC2=C1)C(=O)NC)C)O